tert-butyl 4-[6-[2-cyano-3-[[ethyl(methyl)sulfamoyl]amino]-6-fluoro-phenoxy]-4-oxo-quinazolin-3-yl]-1-oxa-9-azaspiro[5.5]undecane-9-carboxylate C(#N)C1=C(OC=2C=C3C(N(C=NC3=CC2)C2CCOC3(C2)CCN(CC3)C(=O)OC(C)(C)C)=O)C(=CC=C1NS(N(C)CC)(=O)=O)F